Cl.N[C@@H](CCCC(=O)O)C(=O)OCC1=CC(=NC(=C1)Cl)Cl (S)-5-Amino-6-((2,6-dichloropyridin-4-yl)methoxy)-6-oxohexanoic acid hydrochloride